C1(CC12COCCC2)CC(=O)N 5-oxaspiro[2.5]octane-1-acetamide